OC1=C(C(=CC(=C1CN(C(OC1CCCCC1)=O)C)CCCCC)O)C1=CC(=CC=C1)C cyclohexyl ((2,6-dihydroxy-3'-methyl-4-pentyl-[1,1'-biphenyl]-3-yl)methyl)(methyl)carbamate